methyl 2-(2-methoxy-2',4',6'-trimethyl-[1,1'-biphenyl]-3-yl)-2-methylpropanoate COC1=C(C=CC=C1C(C(=O)OC)(C)C)C1=C(C=C(C=C1C)C)C